3-((((9H-fluoren-9-yl)methoxy)carbonyl)amino)-5-(methyl((2S,3R,4R,5R)-2,3,4,5,6-pentahydroxyhexyl)amino)-5-oxopentanoic acid C1=CC=CC=2C3=CC=CC=C3C(C12)COC(=O)NC(CC(=O)O)CC(=O)N(C[C@@H]([C@H]([C@@H]([C@@H](CO)O)O)O)O)C